3-(5-((7-(cyclohexylamino)heptyl)thio)-1-oxoisoindolin-2-yl)piperidine-2,6-dione C1(CCCCC1)NCCCCCCCSC=1C=C2CN(C(C2=CC1)=O)C1C(NC(CC1)=O)=O